(R)-5-amino-N-(1-(5-cyclopropylpyridin-2-yl)ethyl)-N-ethyl-6,8-dihydro-1H-furo[3,4-d]pyrrolo[3,2-b]pyridine-2-carboxamide NC1=C2C(=C3C(=N1)C=C(N3)C(=O)N(CC)[C@H](C)C3=NC=C(C=C3)C3CC3)COC2